CN(CCS(=O)(=O)C1=CC=C(C=C1)C1=CC=C(C=C1)CN1C=CC2=CC(=CC=C12)N1N=C(C=C1C)C(=O)N)C 1-(1-((4'-((2-(Dimethylamino)ethyl)sulfonyl)-[1,1'-biphenyl]-4-yl)methyl)-1H-indol-5-yl)-5-methyl-1H-pyrazol-3-carboxamid